3-methyl-phenyl-alanine 3,3'-dithiobis(sulfosuccinimidyl-propionate) S(=O)(=O)(O)C(C(=O)O)(CSSCC(C(=O)O)(N1C(CCC1=O)=O)S(=O)(=O)O)N1C(CCC1=O)=O.CC=1C=C(C=CC1)N[C@@H](C)C(=O)O